CN1C(CNCC=C1SC)=C=O 1-methyl-7-(methylthio)-2-carbonyl-1,2,3,4-tetrahydro-[1,4]diazepine